2-(3-acetyl-5-(imidazo[1,2-a]pyrimidin-3-yl)-1H-indazol-1-yl)acetic acid C(C)(=O)C1=NN(C2=CC=C(C=C12)C1=CN=C2N1C=CC=N2)CC(=O)O